CC1CN(CC(N1CC=1N=NC=CC1)C)C(=O)[O-] 3,5-dimethyl-4-(pyridazin-3-ylmethyl)piperazine-1-carboxylate